C(C=C)(=O)ONN acryloyloxyhydrazine